methyl 4-(6-phenyl-1H-pyrrolo[3,2-c]pyridin-1-yl)benzoate C1(=CC=CC=C1)C1=CC2=C(C=N1)C=CN2C2=CC=C(C(=O)OC)C=C2